C1(=CC=C(C=C1)C(C(C)(N1CCOCC1)C)=O)C1=CC=CC=C1 (biphenyl-4-yl)-2-methyl-2-morpholinopropan-1-one